2-(4-(5-(aminomethyl)-8-oxo-7,8-dihydropyrido[2,3-d]pyridazin-3-yl)-1-methyl-1H-pyrazol-5-yl)-4-chloro-6-cyclopropoxy-3-fluorobenzonitrile NCC=1C2=C(C(NN1)=O)N=CC(=C2)C=2C=NN(C2C2=C(C#N)C(=CC(=C2F)Cl)OC2CC2)C